CC1(OC(OC1=C)=O)C 4,4-dimethyl-5-methylene-1,3-dioxolan-2-one